(3-((tert-butoxycarbonyl)amino)propyl)-1H-imidazole-2-carboxylic acid ethyl ester C(C)OC(=O)C=1N(C=CN1)CCCNC(=O)OC(C)(C)C